5-[(2-Phenylaminophenoxyethylsulfanyl)methyl]-1,3,4-oxadiazol-2(3H)-one C1(=CC=CC=C1)NC1=C(OCCSCC2=NNC(O2)=O)C=CC=C1